(1S,3R,4S)-2-((R)-2-((3-chlorophenyl)amino)-3-cyclopropylpropanoyl)-N-((R)-1-cyano-2-((R)-2-oxopiperidin-3-yl)ethyl)-5,5-difluoro-2-azabicyclo[2.2.2]octane-3-carboxamide ClC=1C=C(C=CC1)N[C@@H](C(=O)N1[C@@H]2CC([C@H]([C@@H]1C(=O)N[C@H](C[C@@H]1C(NCCC1)=O)C#N)CC2)(F)F)CC2CC2